2-(tert-Butyl)-5-(propan-2-ylidene)-4-(thiophen-2-yl)-5H-benzo[d][1,3]diazepine C(C)(C)(C)C=1N=C(C(C2=C(N1)C=CC=C2)=C(C)C)C=2SC=CC2